Cl.FC=1C=C(OC2CC(C2)NCC2=C3C=CN=CC3=CC=C2F)C=C(C1F)C (1r,3r)-3-(3,4-difluoro-5-methylphenoxy)-N-((6-fluoroisoquinolin-5-yl)methyl)cyclobutan-1-amine hydrochloride